(S)-(3-(2-((2-hydroxypropyl)amino)-5-(trifluoromethyl)pyrimidin-4-yl)-1H-indol-7-yl)dimethylphosphine oxide O[C@H](CNC1=NC=C(C(=N1)C1=CNC2=C(C=CC=C12)P(C)(C)=O)C(F)(F)F)C